CS(=O)C.[Na] sodium methyl sulfoxide